OC[C@@H]1[C@@H]([C@@H]2CN(CCCCN12)C(=O)NC1=CC=C(C=C1)OC)C1=CC=C(C=C1)C1=CN(C=C1)C1=CC=CC=C1 (8R,9R,10S)-10-(hydroxymethyl)-N-(4-methoxyphenyl)-9-[4-(1-phenyl-1H-pyrrol-3-yl)phenyl]-1,6-diazabicyclo[6.2.0]decane-6-carboxamide